Amino-Formaldehyd NC=O